ClCC1=CC=C(C=C1)S(=O)(=N)C 1-(Chloromethyl)-4-(S-methyl-sulfonimidoyl)benzene